COC(\C(=N/OC)\C1=C(C=CC=C1)CBr)=O (Z)-2-(2-bromomethylphenyl)-2-methoxyiminoacetic acid methyl ester